NC=1C(=CN=C2CCCNC12)F 8-amino-7-fluoro-tetrahydro-1,5-naphthyridin